vinylstearate C(=C)OC(CCCCCCCCCCCCCCCCC)=O